3-[4-[[4-[(3R,5R)-5-[(5-bromo-1-methyl-6-oxo-pyridazin-4-yl)amino]-1-methyl-3-piperidyl]phenyl]methoxy]phenyl]piperidine-2,6-dione BrC1=C(C=NN(C1=O)C)N[C@@H]1C[C@@H](CN(C1)C)C1=CC=C(C=C1)COC1=CC=C(C=C1)C1C(NC(CC1)=O)=O